N-(4-(1H-pyrazol-1-yl)butyl)-5-(p-tolyl)isoxazole-3-carboxamide N1(N=CC=C1)CCCCNC(=O)C1=NOC(=C1)C1=CC=C(C=C1)C